(R)-1-(trityloxy)henicosan-2-ol C(C1=CC=CC=C1)(C1=CC=CC=C1)(C1=CC=CC=C1)OC[C@@H](CCCCCCCCCCCCCCCCCCC)O